C/C(=C/CO)/CCC=C(C)C Z-3,7-dimethyl-2,6-octadien-1-ol